ethyl 1-(4-fluoro-2,5-dimethoxyphenyl)-5-methyl-1H-1,2,3-triazole-4-carboxylate FC1=CC(=C(C=C1OC)N1N=NC(=C1C)C(=O)OCC)OC